BrC1=CC(=CC=2C(N(CCOC21)CC2=CC(=CC(=C2)OC)OC)=O)C(=O)OC methyl 9-bromo-4-(3,5-dimethoxybenzyl)-5-oxo-2,3,4,5-tetrahydrobenzo[f][1,4]oxazepine-7-carboxylate